COC1=C(C=C(C=C1)OC)NCC(O)C1=CNC(O1)=S 5-[2-(2,5-dimethoxyphenylamino)-1-hydroxyethyl]-1,3-oxazole-2(3H)-thione